4-(1H-imidazol-1-yl)-N-(3-(trifluoromethyl)cyclohexyl)picolinamide methyl-2-[[3-fluoro-4-[5-(trifluoromethyl)-1,2,4-oxadiazol-3-yl]phenyl]methylsulfamoyl]acetate COC(CS(NCC1=CC(=C(C=C1)C1=NOC(=N1)C(F)(F)F)F)(=O)=O)=O.N1(C=NC=C1)C1=CC(=NC=C1)C(=O)NC1CC(CCC1)C(F)(F)F